di(tert-butylperoxy)-cyclohexane C(C)(C)(C)OOC1(CCCCC1)OOC(C)(C)C